CNC(=O)C1=CN(C2=CC=CC=C12)C1=NC(=NC=C1)Cl 1-(2-chloro-pyrimidin-4-yl)-1H-indole-3-carboxylic acid methylamide